The molecule is a quadruply-charged organophosphate oxoanion arising from deprotonation of the phosphate OH groups of alpha-D-glucose 1,6-bisphosphate; major species at pH 7.3. It has a role as an Escherichia coli metabolite and a human metabolite. It is a conjugate base of an alpha-D-glucose 1,6-bisphosphate. C([C@@H]1[C@H]([C@@H]([C@H]([C@H](O1)OP(=O)([O-])[O-])O)O)O)OP(=O)([O-])[O-]